CC=1C(=C(C=C(C1)C(F)(F)F)O)C=1C=CC=2C(N1)=NN(C2)[C@@]2(CS(CC2)(=O)=O)C 3-methyl-2-[2-[(3S)-3-methyl-1,1-dioxo-thiolan-3-yl]pyrazolo[3,4-b]pyridin-6-yl]-5-(trifluoromethyl)phenol